BrC1=CC=C2C(=NC(=NC2=C1F)Cl)N1C(NCC12CNCCC2)=O (7-bromo-2-chloro-8-fluoroquinazolin-4-yl)-1,3,7-triazaspiro[4.5]decan-2-one